O=C1NC(CCC1NC1=CC(=C(C=C1)C1CCC(CC1)N1CCC2(CC(C2)N2C=NC3=CC=C(C=C3C2=O)OC2=C(C(=CC=C2F)NS(N(C)CC)(=O)=O)F)CC1)F)=O 3-[7-[4-[4-[(2,6-dioxo-3-piperidyl)amino]-2-fluoro-phenyl]cyclohexyl]-7-azaspiro[3.5]nonan-2-yl]-6-[3-[[ethyl(methyl)sulfamoyl]amino]-2,6-difluoro-phenoxy]-4-oxo-quinazoline